(4-(Difluoromethyl)-3-fluorophenyl)-1-(2-methoxypyrimidin-5-yl)-1-((5-(trifluoromethyl)-1H-pyrazol-3-yl)methyl)urea FC(C1=C(C=C(C=C1)NC(N(CC1=NNC(=C1)C(F)(F)F)C=1C=NC(=NC1)OC)=O)F)F